C(CC1=CC=CC=C1)C1=NOC(=N1)[C@H]1N([C@@H]2CC[C@H]1C2)C(=O)OC(C)(C)C tert-Butyl (1R,3S,4S)-3-(3-phenethyl-1,2,4-oxadiazol-5-yl)-2-azabicyclo[2.2.1]heptane-2-carboxylate